3-(6-bromo-1H-benzo[d]imidazol-2-yl)-9-ethyl-9H-carbazole BrC=1C=CC2=C(NC(=N2)C=2C=CC=3N(C4=CC=CC=C4C3C2)CC)C1